3,6-dichloro-4-(prop-1-en-2-yl)pyridazine ClC=1N=NC(=CC1C(=C)C)Cl